4-[5-(3-fluoroazetidin-3-yl)pyridin-2-yl]-3-(2-methyl-6-morpholin-4-ylpyridin-4-yl)oxybenzonitrile FC1(CNC1)C=1C=CC(=NC1)C1=C(C=C(C#N)C=C1)OC1=CC(=NC(=C1)N1CCOCC1)C